SC(C)C1=CC(=CC=C1)S 1,3-dimercaptoethylbenzene